sodium bisfluoro oxalate borate B([O-])([O-])[O-].C(C(=O)OF)(=O)OF.[Na+].[Na+].[Na+]